BrC1=CC=C2C=NN(C2=C1)COCC[Si](C)(C)C 6-bromo-1-((2-(trimethylsilyl)ethoxy)methyl)-1H-indazole